1-(2,2-dimethylcyclopropyl)4-methoxybenzene CC1(C(C1)C1=CC=C(C=C1)OC)C